OCC[NH+](CCO)CCO tris(2-hydroxyethyl)-ammonium